NC=1C=NN(C1C1=C(C=CC(=C1)N1CCOCC1)NC(OC(C)(C)C)=O)CC1=CC=C(C=C1)OC tert-butyl (2-(4-amino-1-(4-methoxybenzyl)-1H-pyrazol-5-yl)-4-morpholinophenyl)carbamate